N-hydroxy-7-(7-oxaspiro[3.5]nonan-2-yl)-5,6,7,8-tetrahydro-1,7-naphthyridine-3-carboxamide ONC(=O)C=1C=NC=2CN(CCC2C1)C1CC2(C1)CCOCC2